COC=1C=NC=CC1NC(C)=O N-(3-methoxypyridin-4-yl)acetamide